4-hexyldecyl 6-[[6-(4-hexyldecoxy)-6-oxo-hexyl]-[2-(oxiran-2-yl)ethyl]amino]hexanoate C(CCCCC)C(CCCOC(CCCCCN(CCCCCC(=O)OCCCC(CCCCCC)CCCCCC)CCC1OC1)=O)CCCCCC